BrCC1=CC=C(C=C1)C=1N(C=C(N1)C(F)(F)F)C([2H])([2H])[2H] 2-[4-(bromomethyl)phenyl]-1-(trideuteriomethyl)-4-(trifluoromethyl)imidazole